C1=CC=CC=2OC3=CC=CC=C3N(C12)CC1=CC=C(C(=O)NNCC)C=C1 4-((10H-phenoxazin-10-yl)methyl)-N'-ethylbenzoic hydrazide